[(3aR,4R,6R,6aR)-6-(4-chloropyrrolo[2,3-d]pyrimidin-7-yl)-2,2,3a-trimethyl-6,6a-dihydro-4H-furo[3,4-d][1,3]dioxol-4-yl]methanol ClC=1C2=C(N=CN1)N(C=C2)[C@@H]2O[C@@H]([C@@]1([C@H]2OC(O1)(C)C)C)CO